COC(=O)C1=NC(=NO1)C1=CC=NC=C1 3-(4-pyridinyl)-1,2,4-oxadiazole-5-carboxylic acid methyl ester